trans-p-allylanisole C(C=C)C1=CC=C(C=C1)OC